methyl (E)-3-(5-(N-((4'-(dimethylamino)-3-fluoro-[1,1'-biphenyl]-4-yl)methyl-d)cyclohexanecarboxamido)pyridin-3-yl)acrylate CN(C1=CC=C(C=C1)C1=CC(=C(C=C1)C(N(C(=O)C1CCCCC1)C=1C=C(C=NC1)/C=C/C(=O)OC)[2H])F)C